FC1=C(C=CC(=C1)C=1C=C(C=2N=C(N=CC2N1)N[C@@H]1CNC[C@](C1)(C)CF)C(C)C)NS(=O)(=O)CC1=CC=CC=C1 N-(2-fluoro-4-(2-(((3S,5R)-5-(fluoro-methyl)-5-methylpiperidin-3-yl)amino)-8-isopropylpyrido[3,2-d]pyrimidin-6-yl)phenyl)-1-phenyl-methanesulfonamide